C(C(C)C)C(O)CC(C)C Diisobutylmethanol